O1CCC(CC1)NC1=NC=NC2=CC=C(C=C12)C1=CN(C2=NC=CC=C21)S(=O)(=O)C2=CC=C(C)C=C2 N-(tetrahydro-2H-pyran-4-yl)-6-(1-tosyl-1H-pyrrolo[2,3-b]pyridin-3-yl)quinazolin-4-amine